methyl 4-O-BETA-D-galactosyl-BETA-D-glucopyranoside [C@@H]1([C@H](O)[C@@H](O)[C@@H](O)[C@H](O1)CO)O[C@H]1[C@@H]([C@H]([C@H](OC)O[C@@H]1CO)O)O